CC1(CCCC1)C(=O)N1CCC(CC1)C1CN(C1)[C@@H]1[C@H](CCCC1)OC=1C=C2CN(C(C2=CC1)=O)C1C(NC(CC1)=O)=O 3-(5-(((1S,2S)-2-(3-(1-(1-methylcyclopentane-1-carbonyl)piperidin-4-yl)-azetidin-1-yl)cyclohexyl)-oxy)-1-oxoisoindolin-2-yl)-piperidine-2,6-dione